COC1=CC=CC=C1 1-methoxybenzene